1-oxo-4-[2-[[1-(4-piperidyl)-4-piperidyl]oxy]ethylamino]isoindoline O=C1NCC2=C(C=CC=C12)NCCOC1CCN(CC1)C1CCNCC1